sodium bis(2-ethylsulfoxy)-sulfosuccinate CCOS(OC(C(C(=O)[O-])S(=O)(=O)O)(C(=O)[O-])OS(=O)(=O)OCC)(=O)=O.[Na+].[Na+]